(methanesulfonyloxy)-2,2-dimethylpyrrolidine-1-carboxylate CS(=O)(=O)OC1C(N(CC1)C(=O)[O-])(C)C